COC1=CC=C(C=C1)SC12CC(C1)(C2)C2=C(C=CC(=C2)C)S(=O)(=O)NC (3-((4-methoxyphenyl)thio)bicyclo[1.1.1]pentan-1-yl)-N,4-dimethylbenzenesulfonamide